[1,3,5]triazin N1=CN=CN=C1